O[C@H]1[C@H](O)[C@H](O)[C@H](O)[C@@H](O1)CO α-L-talopyranose